(1R,2R,3S,4R,5S)-4-(6-Chloro-4-((dicyclopentylmethyl)amino)-1H-imidazo[4,5-c]pyridin-1-yl)-1-(hydroxymethyl)bicyclo[3.1.0]hexane-2,3-diol ClC1=CC2=C(C(=N1)NC(C1CCCC1)C1CCCC1)N=CN2[C@H]2[C@@H]([C@@H]([C@@]1(C[C@H]21)CO)O)O